COC(C1=C(C=C(C=C1)N(C)C(=O)OC(C)(C)C)Cl)=O 4-((tert-Butoxycarbonyl)(methyl)amino)-2-chlorobenzoic acid methyl ester